CCC1=CC=CC=C1 4-(2-ethyl)benzene